FC1(CC(C1)NC(C1=CC=C(C=C1)[C@H](C)NC=1N=CC2=C(N1)N(C(C=C2)=O)CC(C)(C)C)=O)F N-(3,3-Difluorocyclobutyl)-4-[(1S)-1-{[8-(2,2-dimethyl-propyl)-7-oxo-pyrido[2,3-d]pyrimidin-2-yl]amino}ethyl]benzamid